azetidine-3-al N1CC(C1)C=O